N-(5-cyclopentyl-1H-pyrazol-3-yl)-3-methylisoquinolin-1-amine C1(CCCC1)C1=CC(=NN1)NC1=NC(=CC2=CC=CC=C12)C